O=C1NC(CC[C@@H]1NC(=O)C=1C=CC2=C(OC[C@@H]3N2CCN(C3)C(=O)OC(C)(C)C)N1)=O (R)-tert-butyl 8-(((S)-2,6-dioxopiperidin-3-yl)carbamoyl)-1,2,4a,5-tetrahydropyrazino[1,2-d]pyrido[2,3-b][1,4]oxazine-3(4H)-carboxylate